C(C)(C)S(=O)(=O)CC1=NN=C2N1C(=CC=C2C(=O)NC=2OC(=NN2)C)C(F)(F)F [(isopropylsulfonyl)methyl]-N-(5-methyl-1,3,4-oxadiazol-2-yl)-5-(trifluoromethyl)[1,2,4]triazolo[4,3-a]pyridine-8-carboxamide